C(C)(=O)O[C@@H](COC1=C(C=C(C=C1Cl)C(C)(C)C1=CC=C(C=C1)OCCCCl)Cl)CS(=O)(=O)CC (S)-1-(2,6-dichloro-4-(2-(4-(3-chloropropoxy)phenyl)propan-2-yl)phenoxy)-3-(ethylsulfonyl)propan-2-yl acetate